3-(2-amino-4-chlorophenyl)-5-chloro-N-ethylpyridin-2-amine NC1=C(C=CC(=C1)Cl)C=1C(=NC=C(C1)Cl)NCC